ClC=1C(=C(C=C(C1F)Cl)NC(=O)NC(C1=C(C=CC=C1F)F)=O)F 1-(3,5-dichloro-2,4-difluorophenyl)-3-(2,6-difluorobenzoyl)urea